NC1=C(C2=NC=C(C=C2N1C1=C(C=CC(=C1)OCOC)C)C(F)(F)F)C#N 2-amino-1-[5-(methoxymethoxy)-2-methyl-phenyl]-6-(trifluoromethyl)pyrrolo[3,2-b]Pyridine-3-carbonitrile